C(C=C)(=O)OC(C(=O)O)(C)O acryloyloxy-2-hydroxypropanoic acid